[Si](C)(C)(C(C)(C)C)OCC(COCCCCCCCCCCCCCCCCCC)OC1=C(C#N)C=C(C=C1C#N)C ((1-((tert-butyldimethylsilyl)oxy)-3-(octadecyloxy)propan-2-yl)oxy)-5-methyl-isophthalonitrile